P(=O)(OOCCCCCCCCCCCCCCCCCC)([O-])[O-] monooctadecyloxy phosphate